6-chloro-5-[4-(3,3-dimethylazetidin-1-yl)phenyl]-3-[hydroxy-(3-methoxyisoxazol-5-yl)methylene]indolin-2-one ClC1=C(C=C2C(C(NC2=C1)=O)=C(C1=CC(=NO1)OC)O)C1=CC=C(C=C1)N1CC(C1)(C)C